BrC1=CC(=C2C=CNC(C2=C1)=O)NC(C1=CC(=CC(=C1)C(F)(F)F)F)=O N-(7-bromo-1-oxo-1,2-dihydroisoquinolin-5-yl)-3-fluoro-5-(trifluoromethyl)benzamide